FC1=C(C=C(C=C1)[N+](=O)[O-])N1C=NC(=C1)C 1-(2-Fluoro-5-nitrophenyl)-4-methyl-1H-imidazole